2-(5-cyclobutyl-1-methyl-1H-pyrazol-3-yl)-5-fluoropyridine C1(CCC1)C1=CC(=NN1C)C1=NC=C(C=C1)F